4-((4-(1-cyclopropyl-1H-pyrazol-4-yl)-2-(2,2-difluoroethoxy)phenyl)amino)-N-methylpyridazine-3-carboxamide C1(CC1)N1N=CC(=C1)C1=CC(=C(C=C1)NC1=C(N=NC=C1)C(=O)NC)OCC(F)F